C1(CC1)C=1C=C(C=2N(C1)C=C(N2)CN2N=NC(=C2)C(=O)O)CCO 1-((6-cyclopropyl-8-(2-hydroxyethyl)imidazo[1,2-a]pyridin-2-yl)methyl)-1H-1,2,3-triazole-4-carboxylic acid